o-nitrobenzyl methacrylate C(C(=C)C)(=O)OCC1=C(C=CC=C1)[N+](=O)[O-]